CN1C(=CC=2C1=CN=C(C2)NC(=O)C2CC2)C=2C(=NC=CC2)C N-[1-methyl-2-(2-methylpyridin-3-yl)pyrrolo[2,3-c]pyridin-5-yl]cyclopropanecarboxamide